FC(C(=O)O)(F)F.FC(OC1=CC=C(C=C1)C1=CC=C(C=C1)NC=1N=NNC1C(=O)OC1CC1)(F)F cyclopropyl 4-((4'-(trifluoromethoxy)-[1,1'-biphenyl]-4-yl) amino)-1H-1,2,3-triazole-5-carboxylate 2,2,2-trifluoroacetate